ClC1=C(C=CC=C1)N1C=2N(C3=C(C1=O)C=NC(=N3)NC3=C(C=C(C=C3)OCCCN3CCN(CC3)C)C)C=CN2 6-(2-chlorophenyl)-2-({2-methyl-4-[3-(4-methylpiperazin-1-yl)propoxy]phenyl}amino)imidazo[1,2-a]pyrimido[5,4-e]pyrimidin-5(6H)-one